1,3-diphenyl-4,4-di(4-isopropyl-4,5-dihydrooxazolyl)-1-butanone C1(=CC=CC=C1)C(CC(C(C=1OCC(N1)C(C)C)C=1OCC(N1)C(C)C)C1=CC=CC=C1)=O